O1C(=C(OCC(=O)O)C(=O)C=2C(O)=CC(O)=CC12)C1=CC(O)=C(O)C=C1 quercetin-3-O-acetic acid